2-(2,6-dioxopiperidin-3-yl)-6-((1r,3r)-3-(ethyl(piperidin-4-ylmethyl)amino)cyclobutoxy)-4-methoxyisoindoline-1,3-dione O=C1NC(CCC1N1C(C2=CC(=CC(=C2C1=O)OC)OC1CC(C1)N(CC1CCNCC1)CC)=O)=O